ClC1=C(C=C(C=C1)F)C1C=2N(CC(N1)=O)C(=NC2[N+](=O)[O-])OC=2C=NC=CC2 8-(2-chloro-5-fluorophenyl)-1-nitro-3-(pyridin-3-yloxy)-7,8-dihydroimidazo[1,5-a]pyrazin-6(5H)-one